SCCCO 3-Mercapto-1-Propanol